4-{3-[5-({[(7-cyclopentylpyrazolo[1,5-a]pyrimidin-6-yl)amino]carbonyl}amino)-3-methylpyridin-2-yl]-1,2,4-oxadiazol-5-yl}butanoic acid C1(CCCC1)C1=C(C=NC=2N1N=CC2)NC(=O)NC=2C=C(C(=NC2)C2=NOC(=N2)CCCC(=O)O)C